C(=C)S(=O)(=O)CS(=O)(=O)C=C bis(vinylsulfonyl)-methane